CN1N=CC=2C1=NC(=NC2)NC=2C=NN(C2)C 1-methyl-6-((1-methyl-1H-pyrazol-4-yl)amino)-1H-pyrazolo[3,4-d]pyrimidin